ClC1=CC=C(C=C1)SC1=C(C=C(C=C1)C)C1=C(C=CC=C1)NC(C1=NC=CC=C1)=O N-(2'-((4-chlorophenyl)thio)-5'-methyl-[1,1'-biphenyl]-2-yl)picolinamide